OC1=C(C=NC2=CC=CN=C12)C#N 4-hydroxy-3-cyano-1,5-naphthyridine